ClC=1C=CC(=C(C1)N1CON(CO1)C(C(=O)O)CC1=CC=NC=C1)N1N=NC(=C1)Cl 2-(4-(5-chloro-2-(4-chloro-1H-1,2,3-triazol-1-yl)phenyl)-2,5-dioxapiperazin-1-yl)-3-(pyridin-4-yl)propionic acid